C(C=C)(=O)OCCSC=1SC(=NN1)SCCCC 2-acryloxyethylthio-5-n-butylthio-1,3,4-thiadiazole